C(C)(=O)C1=NN(C2=CC=C(C=C12)C=1C=NC(=NC1)C)CC(=O)N1[C@@H]2C[C@@H]2C[C@H]1C(=O)O (1R,3S,5R)-2-(2-(3-acetyl-5-(2-methylpyrimidin-5-yl)-1H-indazol-1-yl)acetyl)-2-azabicyclo[3.1.0]hex-ane-3-carboxylic acid